cyclohexylmethyl-5,6,7,8-tetrahydro-4H-thieno[2,3-c]azepine-3-carbonitrile C1(CCCCC1)CC1=C(C2=C(CNCCC2)S1)C#N